C1(CCC1)C=1N=C2N(C=C(N=C2)C2=CC(=C(C=C2)F)C(C)C)C1C=1C(=C2C=NNC2=CC1)F 2-cyclobutyl-3-(4-fluoro-1H-indazol-5-yl)-6-(4-fluoro-3-isopropyl-phenyl)-imidazo[1,2-a]pyrazine